tert-butyl N-(4-cyanospiro[2H-thieno[2,3-b]thiophene-3,3'-azetidine]-5-yl)carbamate C(#N)C=1C2=C(SC1NC(OC(C)(C)C)=O)SCC21CNC1